C(C)(C)(C)C1=CC(=C(C=C1)/C=C/C(=O)NC1=CC=CC=2NC(NC21)=O)OCC2CC2 (E)-3-(4-(tert-butyl)-2-(cyclopropylmethoxy)phenyl)-N-(2-oxo-2,3-dihydro-1H-benzo[d]imidazol-4-yl)acrylamide